N-(3-fluoro-4-((3-((4-hydroxy-2-methylbutan-2-yl)amino)-1H-pyrazolo[3,4-b]pyridin-4-yl)oxy)phenyl)-2-(4-fluorophenyl)-3-oxo-2,3-dihydropyridazine-4-carboxamide FC=1C=C(C=CC1OC1=C2C(=NC=C1)NN=C2NC(C)(CCO)C)NC(=O)C=2C(N(N=CC2)C2=CC=C(C=C2)F)=O